P(OCCCOC1=C(C(=C(C=C1)C1CCC(CC1)CCCCC)F)F)([O-])=O (3-(2,3-difluoro-4-(4-pentylcyclohexyl) phenoxy) propyl) phosphonate